N1=CC(=CC=C1)C1(CCCCCC1)C#N 1-(pyridin-3-yl)cycloheptanecarbonitrile